(+/-)-trans-3-((5-fluoro-2-(5-fluoro-1H-pyrrolo[2,3-b]pyridin-3-yl)pyrimidin-4-yl)amino)bicyclo[2.2.2]octane-2-carboxylic acid FC=1C(=NC(=NC1)C1=CNC2=NC=C(C=C21)F)NC2C(C1CCC2CC1)C(=O)O